FC1=C(N)C(=CC(=C1)C1=C(C=C(C=C1)C#CC1=CC2=C(S1)C=C(S2)CCC)F)C 2-fluoro-4-{2-fluoro-4-[(5-propylthieno[3,2-b]thiophen-2-yl)ethynyl]phenyl}-6-methylaniline